FC(C(=O)N(S(=O)(=O)C)C)C(C)(C)C 2-fluoro-N,3,3-trimethyl-N-(methylsulfonyl)butanamide